ClC=1C(=C(C(=CC1)F)[C@H](C1CCCC1)N)F (1S)-1-(3-chloro-2,6-difluorophenyl)-1-cyclopentylmethylamine